(4-bromo-2-nitrophenyl)(2-chloro-5-fluorophenyl)methylamine BrC1=CC(=C(C=C1)NCC1=C(C=CC(=C1)F)Cl)[N+](=O)[O-]